3-acetyl-7-{[4-(4-fluoro-2-methoxyphenyl)pyrimidin-2-yl]amino}-4-morpholino-2H-benzopyran-2-one C(C)(=O)C=1C(OC2=C(C1N1CCOCC1)C=CC(=C2)NC2=NC=CC(=N2)C2=C(C=C(C=C2)F)OC)=O